1-butyl-2,3,4,5-tetramethylpyrazole C(CCC)N1N(C(C(=C1C)C)C)C